8-fluoro-2-methyl-6-(4,4,5,5-tetramethyl-1,3,2-dioxaborolane-2-yl)imidazo[1,2-a]pyridine FC=1C=2N(C=C(C1)B1OC(C(O1)(C)C)(C)C)C=C(N2)C